COC(=O)[C@@H]1[C@@H]2CC[C@H](CN1S(=O)(=O)C=1C=NC(=CC1)OC1=CC=C(C=C1)F)N2C(=O)N2CCOCC2 (1S,2S,5R)-3-((6-(4-fluorophenoxy)pyridin-3-yl)sulfonyl)-8-(morpholine-4-carbonyl)-3,8-diazabicyclo[3.2.1]octane-2-carboxylic acid methyl ester